2-(1-(3-(phenylsulfanamido)phenyl)-1H-1,2,3-triazol-4-yl)isonicotinic acid C1(=CC=CC=C1)S(=O)NC=1C=C(C=CC1)N1N=NC(=C1)C=1C=C(C(=O)O)C=CN1